Cl.ClC1=CC(=C(CNCC2CCNCC2)C=C1)OCC1CC1 N-(4-chloro-2-(cyclopropylmethoxy)benzyl)-1-(piperidin-4-yl)methanamine hydrochloride